N-[1-[(2'S,6'S,7S)-2-chloro-6'-methyl-spiro[4,5-dihydrothieno[2,3-c]pyran-7,4'-piperidine]-2'-yl]cyclopropyl]acetamide ClC1=CC2=C(S1)[C@]1(C[C@H](N[C@H](C1)C)C1(CC1)NC(C)=O)OCC2